The molecule is a omega-hydroxy fatty acid that is heptacosanoic acid substituted by a hydroxy group at position 27. It derives from a heptacosanoic acid. C(CCCCCCCCCCCCCO)CCCCCCCCCCCCC(=O)O